C12CN(CC(N1)C2)C=2OC1=C(N2)C(=CC=C1C=1N=CSC1)OC(C(C)O)(F)F 1-((2-(3,6-diazabicyclo[3.1.1]heptan-3-yl)-7-(thiazol-4-yl)benzo[d]oxazol-4-yl)oxy)-1,1-difluoropropan-2-ol